BrC1=CC(=NC=C1)NNC(=S)NC 1-[(4-bromopyridin-2-yl)amino]-3-methylthiourea